tert-butyl 1-(4-(3-(pyrrolidin-1-yl)-4-(trifluoromethyl) benzyl) piperazine-1-carbonyl)-1H-pyrazole-3-carboxylate N1(CCCC1)C=1C=C(CN2CCN(CC2)C(=O)N2N=C(C=C2)C(=O)OC(C)(C)C)C=CC1C(F)(F)F